2-{3-[(4-Chloro-3-fluorophenyl)amino]prop-1-yn-1-yl}-1-ethyl-1H-indol ClC1=C(C=C(C=C1)NCC#CC=1N(C2=CC=CC=C2C1)CC)F